1,3-diethyl-N-(3-methyl-oxopent-3-yl)-2,4-dioxoquinazoline-6-sulfonamide C(C)N1C(N(C(C2=CC(=CC=C12)S(=O)(=O)NC(CC)(CC=O)C)=O)CC)=O